N(=[N+]=[N-])[C@@H](CO[C@H]1O[C@@H]([C@@H]([C@@H]([C@H]1OCC1=CC=CC=C1)OCC1=CC=CC=C1)OCC1=CC=CC=C1)COCC1=CC=CC=C1)[C@@H]([C@@H](CCCCCCCCCCCCCC)OCC1=CC=CC=C1)OCC1=CC=CC=C1 (2S,3R,4S,5S,6R)-2-((2S,3S,4R)-2-azido-3,4-bis(benzyloxy)octadecyloxy)-3,4,5-tris(benzyloxy)-6-(benzyloxymethyl)-tetrahydro-2H-pyran